C(CCCCC)P([O-])(=O)CC.C(CCCCC)P([O-])(=O)CC.[Fe+2] iron (II) bis(hexylethylphosphinate)